2-thiocytidine 5'-triphosphate P(O)(=O)(OP(=O)(O)OP(=O)(O)O)OC[C@@H]1[C@H]([C@H]([C@@H](O1)N1C(=S)N=C(N)C=C1)O)O